FC1=C(C(=CC2=CC=C(C=C12)C=1CN(CC1)S(=O)(=O)CC(C)C)O)N1CC(NS1(=O)=O)=O 5-{1-fluoro-3-hydroxy-7-[1-(2-methylpropane-1-sulfonyl)-2,5-dihydro-1H-pyrrol-3-yl]naphthalen-2-yl}-1λ6,2,5-thiadiazolidine-1,1,3-trione